3-chloromethyl-6-chloro-oxazolo[4,5-b]pyridin ClCN1COC=2C1=NC=C(C2)Cl